FC=1C=C(C=CC1C(F)(F)F)[C@H](C(=O)N1CCN(CC1)C=1C2=C(N=CN1)[C@H](C[C@H]2C)O)CNC(C)C (S)-2-(3-fluoro-4-(trifluoromethyl)phenyl)-1-(4-((5R,7S)-7-hydroxy-5-methyl-6,7-dihydro-5H-cyclopenta[d]pyrimidin-4-yl)piperazin-1-yl)-3-(isopropylamino)propan-1-one